Cl[SiH](C(C[Si](C)(Cl)Cl)C)Cl 1,1,4,4-tetrachloro-2-methyl-1,4-disilapentane